C(C)(=O)C1=C(C(=C(C2=C1OC=1[C@@]2(C(C=2C(=NN(C2C1)C1=C(C(=O)O)C=CC=C1)C)=O)C)O)C)O (R)-2-(8-acetyl-5,7-dihydroxy-3,4a,6-trimethyl-4-oxo-4,4a-dihydro-1H-benzofuro[3,2-f]indazol-1-yl)benzoic acid